[C@@H]1([C@H](O)[C@H](O)[C@@H](CO)O1)C1=NC=C2C(=N)N=CN=C12 deaza-7-deaza-8-azaadenosine